1-(3-fluoro-4-(trifluoromethoxy)phenyl)-3-((1r,4r)-4-(4-hydroxyphenoxy)cyclohexyl)urea FC=1C=C(C=CC1OC(F)(F)F)NC(=O)NC1CCC(CC1)OC1=CC=C(C=C1)O